6-chloro-4-(4-piperazin-1-ylphenyl)pyrazolo[1,5-a]pyrazine-3-carbonitrile hydrochloric acid salt Cl.ClC=1N=C(C=2N(C1)N=CC2C#N)C2=CC=C(C=C2)N2CCNCC2